C(C=C)(=O)O.[Na] sodium 2-propenoic acid